2-Methyleicosane CC(C)CCCCCCCCCCCCCCCCCC